azepine-2-imine N=1C(C=CC=CC1)=N